4-chloro-N-[(1r,3s)-3-{[6-fluoro-2-(trifluoromethyl)quinolin-4-yl]amino}cyclohexyl]benzamide ethyl-2-(oxetan-3-ylidene)acetate C(C)OC(C=C1COC1)=O.ClC1=CC=C(C(=O)N[C@H]2C[C@H](CCC2)NC2=CC(=NC3=CC=C(C=C23)F)C(F)(F)F)C=C1